N-[4-[4-([2-[(2-hydroxyethyl)(methyl)amino]ethyl]amino)-3-methyl-1H-pyrazolo[3,4-d]pyrimidin-6-yl]phenyl]pyridine-3-sulfonamide OCCN(CCNC1=C2C(=NC(=N1)C1=CC=C(C=C1)NS(=O)(=O)C=1C=NC=CC1)NN=C2C)C